3-{3-[1-(4-Amino-3-methyl-1H-pyrazolo[3,4-d]pyrimidin-1-yl)ethyl]-5-chloro-6-cyano-2-methoxyphenyl}-N-ethylazetidine NC1=C2C(=NC=N1)N(N=C2C)C(C)C=2C(=C(C(=C(C2)Cl)C#N)C2CN(C2)CC)OC